COC(=O)C1=NC=C(C=C1)C(C)OC 5-(1-methoxyethyl)pyridine-2-carboxylic acid methyl ester